COC1=C(C=CC(=C1)C2=C(C(=O)C3=C(C(=C(C=C3O2)OC)O)O)OC)O The molecule is a trimethoxyflavone that is the 3,7,3'-trimethyl ether derivative of quercetagetin. It has a role as a plant metabolite, an antineoplastic agent and an antiviral agent. It is a trihydroxyflavone and a trimethoxyflavone. It derives from a quercetagetin.